hexyltriiodosilane C(CCCCC)[Si](I)(I)I